(S)-3-amino-5-(2-oxopiperidin-1-yl)pentanoic acid tert-butyl ester C(C)(C)(C)OC(C[C@H](CCN1C(CCCC1)=O)N)=O